COC(=O)[C@@H]1OC[C@@H](C1)N (2R,4R)-4-aminotetrahydrofuran-2-carboxylic acid methyl ester